3-((Dimethylamino)methyl)-N-(3-(((7-(1-(tetrahydro-2H-pyran-2-yl)-1H-pyrazol-4-yl)-2,3-dihydrofuro[3,2-c]pyridin-4-yl)amino)methyl)phenyl)benzamide CN(C)CC=1C=C(C(=O)NC2=CC(=CC=C2)CNC2=NC=C(C3=C2CCO3)C=3C=NN(C3)C3OCCCC3)C=CC1